4-{5-[bis-(chloroethyl)-amino]-1-methyl-1H-benzimidazol-2-yl}butyric acid dodecyl ester C(CCCCCCCCCCC)OC(CCCC1=NC2=C(N1C)C=CC(=C2)N(CCCl)CCCl)=O